NC(CCNC(=O)C=1C=C(C=CC1F)NC(=O)C1=NN(C(=C1C)C1=CC=C(C=C1)Cl)C1=C(C=C(C=C1)Cl)Cl)=O N-(3-((3-amino-3-oxopropyl)carbamoyl)-4-fluorophenyl)-5-(4-chlorophenyl)-1-(2,4-dichlorophenyl)-4-methyl-1H-pyrazole-3-carboxamide